FC(CCCSCCCCCCCCCNC\C=C/C1=CC=C(C=C1)C1OC2=CC=C(C=C2C=C1)O)(C(F)(F)F)F 2-(4-{(Z)-3-[9-(4,4,5,5,5-pentafluoropentylsulfanyl)nonylamino]propenyl}phenyl)-2H-chromen-6-ol